N1(CC=C(C1)C(=O)[O-])C(=O)[O-] pyrrole-1,4(2H,5H)-dicarboxylate